9,10-Hexacosadiene CCCCCCCCC=C=CCCCCCCCCCCCCCCC